C(#N)[C@@H]1N([C@@H]2CC2C1)C(=O)OC(C)(C)C Tert-butyl (1R,3R,3R)-3-cyano-2-azabicyclo[3.1.0]hexane-2-carboxylate